C(C)N(C(C=CCCCC(=O)N)=O)CC N1,N1-diethylhept-2-enediamide